[K+].P(=O)(O)([O-])[O-].[Sr+2] strontium hydrogen phosphate potassium